(S)-2-(3-fluoro-5-((4-methyl-4H-1,2,4-triazol-3-yl)(oxetan-3-yl)methyl)phenyl)-6-(((1-methylcyclobutyl)amino)methyl)-4-(trifluoromethyl)isoindolin-1-one FC=1C=C(C=C(C1)[C@H](C1COC1)C1=NN=CN1C)N1C(C2=CC(=CC(=C2C1)C(F)(F)F)CNC1(CCC1)C)=O